C1=CC=CC=2C3=CC=CC=C3PC12.[Li] lithium 9-phosphafluorene salt